NC=1C=CC2=C(O[C@@H](C(N2C(C)C2=NC=CC(=N2)C(F)(F)F)=O)C)C1 (2R)-7-amino-2-methyl-4-(1-(4-(trifluoromethyl)pyrimidin-2-yl)ethyl)-2H-benzo[b][1,4]oxazin-3(4H)-one